Octabromonaphthalene BrC=1C(=C(C(=C2C(=C(C(=C(C12)Br)Br)Br)Br)Br)Br)Br